NC(C(=O)NC(C(=O)O)CC1=CC=CC=C1)C(C)C 2-(2-amino-3-methylbutanamido)-3-phenylpropanoic acid